(S)-ethyl 2-((3-((tert-butyldimethylsilyl)oxy)-4-methoxyphenyl)((3-methoxyphenyl)amino)methyl)acrylate [Si](C)(C)(C(C)(C)C)OC=1C=C(C=CC1OC)[C@@H](C(C(=O)OCC)=C)NC1=CC(=CC=C1)OC